1-methyl-3-(3-(trifluoromethyl)bicyclo[1.1.1]pentan-1-yl)quinoxalin-2(1H)-one CN1C(C(=NC2=CC=CC=C12)C12CC(C1)(C2)C(F)(F)F)=O